N-(3,4-dihydroxyl-5-methoxybenzyl)nonanamide OC=1C=C(CNC(CCCCCCCC)=O)C=C(C1O)OC